[Co](Cl)(Cl)Cl.C(C1=CC=CC=C1)C1=NC=CC=C1 benzyl-pyridine cobalt trichloride